(4aR,8aS)-6-[3-[[2-Methoxy-4-(trifluoromethyl)phenyl]methoxy]azetidine-1-carbonyl]-4,4a,5,7,8,8a-hexahydropyrido[4,3-b][1,4]oxazin-3-one COC1=C(C=CC(=C1)C(F)(F)F)COC1CN(C1)C(=O)N1C[C@@H]2[C@@H](OCC(N2)=O)CC1